ClC1=NC=CC(=N1)N1C[C@@H](CCC1)OC1=C(C=CC=C1)OCC (R)-2-chloro-4-(3-(2-ethoxyphenoxy)piperidin-1-yl)pyrimidine